CC1=NC=CC(=C1)C1CCC(CC1)C(C(=O)O)C 2-(4-(2-methylpyridin-4-yl)cyclohexyl)propionic acid